(R,S)-4-((2,6-Dimethylpyridin-4-yl)((8-iodo-4-oxochroman-7-yl)oxy)methyl)benzonitrile CC1=NC(=CC(=C1)[C@@H](C1=CC=C(C#N)C=C1)OC1=CC=C2C(CCOC2=C1I)=O)C